4-[4-Phenylmethyloxy-2-fluoro-3-(trifluoromethyl)phenyl]-3-methyl-4-oxobutanoic acid methyl ester COC(CC(C(=O)C1=C(C(=C(C=C1)OCC1=CC=CC=C1)C(F)(F)F)F)C)=O